(4-bromobenzyl)oxy(t-butyl)dimethylsilane BrC1=CC=C(CO[Si](C)(C)C(C)(C)C)C=C1